CN1C=C(C2=C1N=CN=C2N)C(=C)C 7-methyl-5-(prop-1-en-2-yl)-7H-pyrrolo[2,3-d]pyrimidin-4-amine